diphenyl-N,N'-dinaphthyl-benzidine C1(=CC=CC=C1)N(C1=CC=C(C2=CC=C(N(C3=CC=CC4=CC=CC=C34)C3=CC=CC=C3)C=C2)C=C1)C1=CC=CC2=CC=CC=C12